The molecule is a steroid acid anion that is the conjugate base of isoursodeoxycholic acid, obtained by deprotonation of the carboxy group; major species at pH 7.3. It is a conjugate base of an isoursodeoxycholic acid. C[C@H](CCC(=O)[O-])[C@H]1CC[C@@H]2[C@@]1(CC[C@H]3[C@H]2[C@H](C[C@H]4[C@@]3(CC[C@@H](C4)O)C)O)C